C(CCCCCCC\C=C/C\C=C/CCCCC)C(C(CN(C)C)CCCCCCCC\C=C/C\C=C/CCCCC)OC(N)=O 1,2-Dilinoleyl-carbamoyl-oxy-3-dimethylaminopropane